{6-[3-Ethylamino-4-(1H-tetrazol-5-yl)-phenyl]-pyrimidin-4-yl}-[2-(4-methoxy-2-methyl-indol-1-yl)-ethyl]-amin C(C)NC=1C=C(C=CC1C1=NN=NN1)C1=CC(=NC=N1)NCCN1C(=CC2=C(C=CC=C12)OC)C